C(C)N(S(F)(F)F)CC Diethyl(trifluoro-lambda4-sulfanyl)amine